((2-aminopyridin-4-yl)oxy)-N-(1-(2-(2-methoxyethoxy)ethyl)-3-(pyridin-2-yl)-1H-pyrazol-4-yl)picolinamide formate C(=O)O.NC1=NC=CC(=C1)OC=1C(=NC=CC1)C(=O)NC=1C(=NN(C1)CCOCCOC)C1=NC=CC=C1